(S)-4-Benzyl-N-(7-(3-hydroxy-3-methylbut-1-yn-1-yl)-5-methyl-4-oxo-2,3,4,5-tetrahydrobenzo[b][1,4]oxazepin-3-yl)-5-methyl-1H-pyrazol-1-carboxamid C(C1=CC=CC=C1)C=1C=NN(C1C)C(=O)N[C@@H]1C(N(C2=C(OC1)C=CC(=C2)C#CC(C)(C)O)C)=O